N-(5-Chloro-6-(2H-1,2,3-triazol-2-yl)pyridin-3-yl)-1-(5-fluorochinolin-8-yl)-5-(trifluoromethyl)-1H-pyrazol-4-carboxamid ClC=1C=C(C=NC1N1N=CC=N1)NC(=O)C=1C=NN(C1C(F)(F)F)C=1C=CC(=C2C=CC=NC12)F